(1,3-Dimethyl-azetidin-3-yl)-(4-fluoro-3-methoxy-phenyl)-(4-trifluoromethoxy-phenyl)-methanol CN1CC(C1)(C)C(O)(C1=CC=C(C=C1)OC(F)(F)F)C1=CC(=C(C=C1)F)OC